2,5-bis((E)-3-ethoxy-4-methoxybenzylidene)cyclopentan-1-one C(C)OC=1C=C(\C=C/2\C(/C(/CC2)=C/C2=CC(=C(C=C2)OC)OCC)=O)C=CC1OC